2-((2S,3R)-2-(cyclopentyloxy)-3-(3,5-dimethoxy-4-methylphenyl)-3-hydroxypropyl)pyrazolo[1,5-a]pyridine-7-carboxylic acid C1(CCCC1)O[C@@H](CC1=NN2C(C=CC=C2C(=O)O)=C1)[C@H](O)C1=CC(=C(C(=C1)OC)C)OC